C1(=C(C=CC=C1)C=1C(=O)NC(C1)=O)C=1C(=O)NC(C1)=O 1,2-phenylene-bis-maleimide